N1(CCOCC1)C=1C=C2C3=NNC4=CC=C(OCCCNC(OCC(C1)=C2)=O)C=C34 4-(morpholin-4-yl)-8,14-dioxa-10,19,20-triazatetracyclo[13.5.2.12,6.018,21]tricosa-1(20),2,4,6(23),15,17,21-heptaen-9-one